tert-Butyl 5-hydroxy-5,6,9,10-tetrahydro-4H-isoxazolo[3,4-c]pyrido[4',3':3,4]pyrazolo[1,5-a]-azepine-11(12H)-carboxylate OC1CC=2C(C=3N(C1)N=C1C3CN(CC1)C(=O)OC(C)(C)C)=NOC2